(Z)-2-methyl-2-butenoic acid ((2S,3R,4R)-4-(4-(tert-butyl)benzyl)-2-(3,4-dimethoxyphenyl)tetrahydrofuran-3-yl)methyl ester C(C)(C)(C)C1=CC=C(C[C@@H]2[C@@H]([C@H](OC2)C2=CC(=C(C=C2)OC)OC)COC(\C(=C/C)\C)=O)C=C1